5-(dimethylamino)-pentanoic acid CN(CCCCC(=O)O)C